COC=1C(C(=O)O)=CC=CC1.C(C=1C(O)=CC=CC1)(=O)OC methyl salicylate (METHYL)SALICYLATE